NC1C(CN(CC1)C1=C(C=NC2=CC=C(C=C12)C=1C(=C(C#N)C=C(C1)F)OCCOC)C1=CC(=CC(=C1)F)F)O 3-{4-[4-amino-3-hydroxypiperidin-1-yl]-3-(3,5-difluorophenyl)quinolin-6-yl}-5-fluoro-2-(2-methoxyethoxy)benzonitrile